5-chloro-2-[(4,4-difluoropiperidin-1-yl)methyl]-7,8-dihydro-6H-spiro[[1,3]oxazolo[5,4-f]quinazoline-9,1'-cyclohexane]-7-one ClC=1C=C2C(=C3C1NC(NC31CCCCC1)=O)OC(=N2)CN2CCC(CC2)(F)F